CC1=C(OC2=C(C=C(C=C2C1=O)C)[C@@H](C)NC1=CC=C(C(=C1C1=NOC(N1)=O)F)F)C=1C=NC=NC1 3-[6-[[(1R)-1-(3,6-Dimethyl-4-oxo-2-pyrimidin-5-yl-chromen-8-yl)ethyl]amino]-2,3-difluoro-phenyl]-4H-1,2,4-oxadiazol-5-one